(2S)-N-(1-cyanocyclopropyl)-2-(((1S)-1-(8-(2,2-difluoro-1-hydroxyethyl)dibenzo[b,d]furan-3-yl)-2,2,2-trifluoroethyl)amino)-4-methylpentanamide trifluoroacetate FC(C(=O)O)(F)F.C(#N)C1(CC1)NC([C@H](CC(C)C)N[C@H](C(F)(F)F)C=1C=CC2=C(OC3=C2C=C(C=C3)C(C(F)F)O)C1)=O